C(=C(\\C=C(\\C(=O)O)/O)/C(=O)O)\\C(=O)O The molecule is a 4-carboxy-2-hydroxyhexa-2,4-dienedioic acid having (2Z,4E)-configuration about the C=C double bonds. It is a conjugate acid of a (2Z,4E)-4-carboxylato-2-hydroxyhexa-2,4-dienedioate(3-).